methyl (R)-3-(4-amino-3,5-dimethylphenyl)-2-(tert-butoxycarbonylamino)propanoate NC1=C(C=C(C=C1C)C[C@H](C(=O)OC)NC(=O)OC(C)(C)C)C